NCC(CO)(O)C 3-amino-2-methyl-propane-1,2-diol